NC1=NC=C(C=O)C=C1OC1CC1 6-AMINO-5-CYCLOPROPOXYNICOTINALDEHYDE